NCC=1C=C(C=CC1)C=1C=C(C2=C(C(=CO2)COC2=C(C=CC(=C2)OC)CC(=O)OCC)C1)OC ethyl 2-(2-((5-(3-(aminomethyl)phenyl)-7-methoxybenzofuran-3-yl)methoxy)-4-methoxyphenyl)acetate